2-bromo-1-(3,3-dinitroazetidin-1-yl)ethanone BrCC(=O)N1CC(C1)([N+](=O)[O-])[N+](=O)[O-]